(S)-(2-(6-(2-(ethyl-d5)-5-fluoro-4-hydroxyphenyl)-1H-indazol-3-yl)-4,6-dihydropyrrolo[3,4-d]imidazol-5(1H)-yl)(3-hydroxypyrrolidin-1-yl)methanone methanesulfonate CS(=O)(=O)O.C(C([2H])([2H])[2H])(C1=C(C=C(C(=C1)O)F)C1=CC=C2C(=NNC2=C1)C1=NC2=C(N1)CN(C2)C(=O)N2C[C@H](CC2)O)([2H])[2H]